(S,E)-7-(dimethylamino)-1-((1-((5-fluoro-7-(3,3,3-trifluoropropyl)-1H-indol-2-yl)methyl)-6-oxo-1,6-dihydropyrimidin-5-yl)amino)-1,7-dioxohept-5-en-2-yl dimethylcarbamate CN(C(O[C@H](C(=O)NC1=CN=CN(C1=O)CC=1NC2=C(C=C(C=C2C1)F)CCC(F)(F)F)CC\C=C\C(=O)N(C)C)=O)C